6-((5-(5-fluoropyridin-2-yl)oxazol-2-yl)amino)-N'-hydroxypyridazin-3-carboxamidine FC=1C=CC(=NC1)C1=CN=C(O1)NC1=CC=C(N=N1)C(=NO)N